C1CCC2=C(C=3CCCC3C=C12)NC(NS(=O)(C=1OC=C(C1)CNC)=N)=O 3-(1,2,3,5,6,7-Hexahydro-s-indacen-4-yl)-1-[imino([4-[(methylamino)methyl]furan-2-yl])oxo-lambda6-sulfanyl]urea